FC(S(=O)(=O)OC1=CC2=C(C=CCCC2)C=C1)(F)F 6,7-dihydro-5H-benzo[7]annulen-3-yl trifluoromethanesulfonate